COCOC=1C=C(CO)C=C(C1OCOC)OCOC 3,4,5-tris(methoxymethoxy)benzyl alcohol